Methyl 2-[3,5-bis(trifluoromethyl)-2-pyridyl]acetate FC(C=1C(=NC=C(C1)C(F)(F)F)CC(=O)OC)(F)F